3-[1-(2,6-dichloro-3-fluoro-phenyl)-ethoxy]-5-(3-trifluoromethyl-phenyl)-pyridin-2-ylamine ClC1=C(C(=CC=C1F)Cl)C(C)OC=1C(=NC=C(C1)C1=CC(=CC=C1)C(F)(F)F)N